(S)-N-((1r,4S)-4-ethoxy-4-(trifluoromethyl)cyclohexyl)-4-(5-(6-methylpyrimidin-4-yl)-1H-pyrazole-3-carbonyl)-4-azaspiro[2.5]octane-7-carboxamide C(C)OC1(CCC(CC1)NC(=O)[C@H]1CCN(C2(CC2)C1)C(=O)C1=NNC(=C1)C1=NC=NC(=C1)C)C(F)(F)F